C(CCC)(=O)OCCOCCOC(CCC)=O diethylene glycol dibutyrate